COC=1C=C2CCNCC2=CC1 6-methoxy-1,2,3,4-tetrahydroisoquinolin